Naphthalinethiolat C1(=CC=CC2=CC=CC=C12)[S-]